C(C1=CC=CC=C1)C1=NN2C(=NC(=CC2=N1)Cl)NCC1=C(C=C(C=C1)OC)OC 2-benzyl-7-chloro-N-(2,4-dimethoxybenzyl)-[1,2,4]triazolo[1,5-c]pyrimidin-5-amine